6-(5-(3,4-difluoro-5-(piperazin-1-yl)phenyl)-1H-pyrrolo[2,3-b]pyridin-3-yl)-N-(2,2-difluoroethyl)imidazo[1,2-a]pyridine-3-carboxamide FC=1C=C(C=C(C1F)N1CCNCC1)C=1C=C2C(=NC1)NC=C2C=2C=CC=1N(C2)C(=CN1)C(=O)NCC(F)F